aminopropane sodium [Na].NCCC